CN1N=CC2=CC(=CC=C12)CN(CCC1=CC=C(C=C1)NC(=O)C1=C(C=C(C(=O)O)C=C1)NC(=O)C=1OC2=CC=CC=C2C(C1)=O)CC=1C=C2C=NN(C2=CC1)C 4-((4-(2-(Bis((1-methyl-1H-indazol-5-yl)methyl)amino)ethyl)phenyl)carbamoyl)-3-(4-oxo-4H-chromene-2-carboxamido)benzoic acid